2-ethylHexylAcrylate C(C)C(COC(C=C)=O)CCCC